7-[5-(2,2-Difluoropropyl)-4-(5-fluoro-6-methylpyridin-2-yl)-6-oxo-1,4,5,6-tetrahydropyrrolo[3,4-c]pyrazol-3-yl]-1,3-benzoxazol-2(3H)-one FC(CN1C(C=2NN=C(C2C1C1=NC(=C(C=C1)F)C)C1=CC=CC=2NC(OC21)=O)=O)(C)F